bis(triphenyl-sulfonium) perfluoropropane-1-carboxylate FC(C(C(F)(F)F)(F)F)(C(=O)[O-])F.C1(=CC=CC=C1)[S+](C1=CC=CC=C1)C1=CC=CC=C1.C1(=CC=CC=C1)[S+](C1=CC=CC=C1)C1=CC=CC=C1.FC(C(C(F)(F)F)(F)F)(C(=O)[O-])F